CN1N=CC2=CC(=CC(=C12)NS(=O)(=O)C=1C=NN(C1)C1=CC(=NC=C1)C(F)(F)F)C N-(1,5-DIMETHYL-1H-INDAZOL-7-YL)-1-(2-(TRIFLUOROMETHYL)PYRIDIN-4-YL)-1H-PYRAZOLE-4-SULFONAMIDE